7-(2-Chloro-benzyl)-5-[1-(2-fluoro-6-methylphenyl)-piperidin-4-yl]-2-methyl-2,4,5,7-tetrahydro-pyrazolo[3,4-d]pyrimidin-6-one ClC1=C(CN2C(N(CC=3C2=NN(C3)C)C3CCN(CC3)C3=C(C=CC=C3C)F)=O)C=CC=C1